NC1=NC=CC(=C1Cl)SC=1N=CC(=NC1)N1C[C@@H](C2=C(CC1)C=CC=C2)N (R)-3-(5-((2-amino-3-chloropyridin-4-yl)thio)pyrazin-2-yl)-2,3,4,5-tetrahydro-1H-benzo[d]azepin-1-amine